2-(2-(2-chloro-4-(trifluoromethoxy)phenoxy)acetyl)-8-(2-fluoro-5-(trifluoromethyl)phenyl)-1,3,4,12a-tetrahydrobenzo[e]pyrazino[1,2-a][1,4]diazepine-6,12(2H,11H)-dione ClC1=C(OCC(=O)N2CC3N(C(C4=C(NC3=O)C=CC(=C4)C4=C(C=CC(=C4)C(F)(F)F)F)=O)CC2)C=CC(=C1)OC(F)(F)F